C(CC(=O)N[C@H](CCC(=O)N[C@H](CCC(=O)N[C@H](CCC(=O)N[C@H](CCC(=O)O)C(=O)O)C(=O)O)C(=O)O)C(=O)O)[C@H](C(=O)O)N The molecule is an oligopeptide comprising five D-glutamic acid residues linked by peptidic bonds between the amino and gamma-carboxy groups. It derives from a D-glutamic acid.